C(CCC)C1=NC2(C(N1CC1=CC(=C(C=C1)C1=C(C=CC=C1)S(NC1=NOC(=C1C)C)(=O)=O)CN(C)C(CC(C)(C)C)=O)=O)CCCC2 (4-((2-butyl-4-oxo-1,3-diazaspiro[4.4]non-1-en-3-yl)methyl)-2'-(N-(4,5-Dimethylisoxazol-3-yl)sulfamoyl)-[1,1'-biphenyl-2-yl]methyl)-N,3,3-trimethylbutyrylamine